4'-fluoro-[1,1'-biphenyl]-4-carbonitrile FC1=CC=C(C=C1)C1=CC=C(C=C1)C#N